iodine terephthalic acid C(C1=CC=C(C(=O)O)C=C1)(=O)O.[I]